C(C)(C)(C)OC(=O)N1CC2(CCC2)CC1COC1=NC=CC=C1Cl 7-(((3-chloropyridin-2-yl)oxy)methyl)-6-azaspiro[3.4]octane-6-carboxylic acid tert-butyl ester